BrC1=C(C=CC(=C1)F)C=1C(=NN(C1NC1=C(C=CC=C1F)Cl)C)C 4-(2-bromo-4-fluorophenyl)-N-(2-chloro-6-fluoro-phenyl)-1,3-dimethyl-1H-pyrazol-5-amine